(R)-8-(2-(5-(5-methyl-4H-1,2,4-triazol-3-yl)-[1,1'-biphenyl]-2-yl)ethyl)-9-oxooctahydro-2H-pyrazino[1,2-a]pyrazine-2-carbonitrile CC=1NC(=NN1)C=1C=CC(=C(C1)C1=CC=CC=C1)CCN1C([C@@H]2N(CCN(C2)C#N)CC1)=O